4-Ethylamino-3-nitro-benzoic acid C(C)NC1=C(C=C(C(=O)O)C=C1)[N+](=O)[O-]